C(C)(=O)C1=CC=2CN(CCC2S1)C(=O)OCC(Cl)(Cl)Cl 2,2,2-trichloroethyl 2-acetyl-6,7-dihydrothieno[3,2-c]pyridine-5(4H)-carboxylate